NC=1C(=C2C(=NC1C(=O)N)N(C=C2C#N)C)C2=C(C(=CC=C2)O)C 5-amino-3-cyano-4-(3-hydroxy-2-methylphenyl)-1-methyl-1H-pyrrolo[2,3-b]pyridine-6-carboxamide